5-carboxyethylbicyclo[2.2.1]hept-2-ene C(=O)(O)CCC1C2C=CC(C1)C2